ClC=1C=C(C=C(C1)C(F)(F)F)N1CCN(CC1)S(=O)(=O)C1=CC=C(C=C1)C1=C(C(=O)N)C=CC=C1 [4-[4-[3-chloro-5-(trifluoromethyl)phenyl]piperazin-1-yl]sulfonylphenyl]benzamide